FC=1C=C(C=CC1)COC(=O)NC(C(=O)O)CCN(CCCCC1=NC=2NCCCC2C=C1)CCOC 2-[(3-fluorophenyl)methoxycarbonylamino]-4-[2-methoxyethyl-[4-(5,6,7,8-tetrahydro-1,8-naphthyridin-2-yl)butyl]amino]butanoic acid